[1,2,4]triazolo[4,3-c]pyrimidin-5(6H)-one N=1N=CN2C(NC=CC21)=O